(E)-3-(4-hydroxy-3-methoxyphenyl)-1-(4-(phenylsulfonyl)piperazin-1-yl)prop-2-en-1-one OC1=C(C=C(C=C1)/C=C/C(=O)N1CCN(CC1)S(=O)(=O)C1=CC=CC=C1)OC